bis(trimethylphenyl)ammonium citraconate C(\C(\C)=C/C(=O)[O-])(=O)[O-].CC1=C(C(=C(C=C1)[NH2+]C1=C(C(=C(C=C1)C)C)C)C)C.CC1=C(C(=C(C=C1)[NH2+]C1=C(C(=C(C=C1)C)C)C)C)C